FC1=CC=C2C=CC(N(C2=C1)CC1=CC=C(C=C1)C1=NOC(=N1)C(F)(F)F)=O 7-fluoro-1-{4-[5-(trifluoromethyl)-1,2,4-oxadiazol-3-yl]benzyl}quinolin-2(1H)-one